F[C@H]([C@@H](C)F)C1=NN=CN1C (1S,2R)-1,2-difluoro-1-(4-methyl-4H-1,2,4-triazol-3-yl)propan